benzo[pqr]tetraphene C1=C2C3=C4C(=C5C=CC=CC5=CC4=CC=C3C=C1)C=C2